tert-butyl N-[5-[2-[3-[4-[tert-butyl(dimethyl)silyl]oxybutoxy]-4-pyridyl]ethynyl]-8-(methylamino)-2,7-naphthyridin-3-yl]carbamate [Si](C)(C)(C(C)(C)C)OCCCCOC=1C=NC=CC1C#CC1=C2C=C(N=CC2=C(N=C1)NC)NC(OC(C)(C)C)=O